ClC=1C=C(C=CC1)[C@H](C)NC1=CC=C2C=CN=C(C2=C1)O (S)-7-((1-(3-chlorophenyl)ethyl)amino)isoquinolin-1-ol